bis(3-methyl-decyl) carbonate C(OCCC(CCCCCCC)C)(OCCC(CCCCCCC)C)=O